5-(1-(1-methyl-1H-pyrazol-3-yl)ethyl)pyrimidine-4,5,6-triamine CN1N=C(C=C1)C(C)C1(C(N=CN=C1N)N)N